2-[4-(1,3-benzothiazol-2-ylmethyl)piperazin-1-yl]-4-cyclopropyl-N-ethylsulfonyl-benzamide S1C(=NC2=C1C=CC=C2)CN2CCN(CC2)C2=C(C(=O)NS(=O)(=O)CC)C=CC(=C2)C2CC2